ClC1=CC(=CC(=C1)C(F)(F)F)Cl 2,6-dichloro-4-trifluoromethyl-benzene